NC(CN1N=CC(=C1)C1=NC2=CC=CC=C2C(=C1)C1(CC1)NC(C1=C(C=C(C=C1)COCC=1N=CSC1)C)=O)=O N-(1-(2-(1-(2-amino-2-oxoethyl)-1H-pyrazol-4-yl)quinolin-4-yl)cyclopropyl)-2-methyl-4-((thiazol-4-ylmethoxy)methyl)benzamide